2-(2-((S)-1-(benzyloxycarbonylamino)-3-methylbutyl)cyclopropyl)acetamide C(C1=CC=CC=C1)OC(=O)N[C@@H](CC(C)C)C1C(C1)CC(=O)N